O[C@@H](CN1CC2(C1)CN(CC2)C(C)=O)[C@H]([C@@H]([C@@H](CO)O)O)O (2-((2S,3R,4R,5R)-2,3,4,5,6-pentahydroxyhexyl)-2,6-diazaspiro[3.4]octan-6-yl)ethan-1-one